4-((5-(3-cyanoazetidine-1-carbonyl)pyridin-2-yl)amino)-1-(2,6-dichlorophenyl)-1H-pyrazole-3-carboxamide C(#N)C1CN(C1)C(=O)C=1C=CC(=NC1)NC=1C(=NN(C1)C1=C(C=CC=C1Cl)Cl)C(=O)N